C(#N)C=1C=C(C(=O)NC(C)C=2N=C3CCCN(C3=CC2)C(=O)OC2CC2)C=CC1 cyclopropyl 6-(1-(3-cyanobenzamido)ethyl)-3,4-dihydro-1,5-naphthyridine-1(2H)-carboxylate